OC1CC(C1)NCCCCCC(=O)OCCCCCCCCCCC undecyl 6-((3-hydroxycyclobutyl)amino)hexanoate